(5'S,7a'R)-1-benzoyl-5'-(2-fluorophenyl)tetrahydro-3'H-spiro[azetidine-3,2'-pyrrolo[2,1-b]oxazol]-3'-one C(C1=CC=CC=C1)(=O)N1CC2(C(N3[C@H](O2)CC[C@H]3C3=C(C=CC=C3)F)=O)C1